[Ag].[Po] polonium silver